ICC\C=C/CCCC(OC)OC (3Z)-1-iodo-8,8-dimethoxy-3-octene